1,7-dioxaspiro[5.5]undecane-5-yl 3-fluorobenzoate FC=1C=C(C(=O)OC2CCCOC23OCCCC3)C=CC1